C(CC)C1=CC2=C(N=C(N=C2)NC2=CC=C(C=C2)N2CCN(CC2)CCN(C)C)N1C1=CC=CC(=N1)C(C)(C)O 2-(6-(6-propyl-2-((4-(4-(2-(dimethylamino)ethyl)piperazin-1-yl)phenyl)amino)-7H-pyrrolo[2,3-d]pyrimidin-7-yl)pyridin-2-yl)propan-2-ol